(S)-(1-((tert-butyldimethylsilyl)oxy)-3-hydroxypropan-2-yl)carbamic acid tert-butyl ester C(C)(C)(C)OC(N[C@H](CO[Si](C)(C)C(C)(C)C)CO)=O